FC(C1=NN(C=C1[N+](=O)[O-])C1CCC(CC1)COCC(=O)OCC)F 2-Ethyl 2-[[4-[3-(difluoromethyl)-4-nitro-pyrazol-1-yl]cyclohexyl]methoxy]acetate